1-(5-(imidazo[1,2-b]pyridazin-6-yl)pyrrolo[2,1-f][1,2,4]triazin-2-yl)-N3,N3-dimethylcyclobutane-1,3-diamine N=1C=CN2N=C(C=CC21)C=2C=CN1N=C(N=CC12)C1(CC(C1)N(C)C)N